1-(4-((4-((4-([2,3'-bipyridin]-4-yloxy)-2-fluorophenyl)amino)-7-methoxyquinazolin-6-yl)amino)piperidin-1-yl)prop-2-en-1-one N1=C(C=C(C=C1)OC1=CC(=C(C=C1)NC1=NC=NC2=CC(=C(C=C12)NC1CCN(CC1)C(C=C)=O)OC)F)C=1C=NC=CC1